5-(cyclobutoxymethyl)-1-(1H-pyrazol-4-yl)-4,6,7,8-tetrahydro-3H-9-oxa-2-thia-4-azabenzo[cd]azulen-3-one C1(CCC1)OCC=1NC(C=2SC(=C3OCCCC1C23)C=2C=NNC2)=O